CS(=O)(=O)C1=CC(=C(C=C1)NCC#CC=1N(C2=CC=CC(=C2C1)NC(=O)NC1CCN(CC1)CC(=O)N)CC(F)(F)F)OC 2-(4-{[(2-{3-[(4-methane-sulfonyl-2-methoxy-phenyl)amino]prop-1-yn-1-yl}-1-(2,2,2-trifluoroethyl)-1H-indol-4-yl)carbamoyl]amino}piperidin-1-yl)acetamide